COC([C@H](CC1=CC=C(C=C1)N1C(C2(C3=CC(=CC=C13)N(C)C)CC2)=O)NC(C2=CC=CC=C2)(C2=CC=CC=C2)C2=CC=CC=C2)=O (S)-3-(4-(5'-(dimethylamino)-2'-oxospiro[cyclopropane-1,3'-indoline]-1'-yl)phenyl)-2-(tritylamino)propionic acid methyl ester